C1(CCC1)CNCC=1C=CC=2N(C1)C=C(N2)CN2N=NC(=C2)C2=C1C=NNC1=CC(=C2)C(=O)N 4-[1-[[6-[(cyclobutylmethylamino)methyl]imidazo[1,2-a]pyridin-2-yl]methyl]triazol-4-yl]-1H-indazole-6-carboxamide